hexene oxide C1C(CCCC)O1